C(C1=CC=CC=C1)NC1(C(C)C=CC=C1)CC#N 2-benzylamino-2-tolueneacetonitrile